4-[[5-(6-[[2,6-dimethoxy-4-(2-methyl-1-oxo-2,7-naphthyridin-4-yl)phenyl]methyl]-2,6-diazaspiro[3.3]heptan-2-yl)-5-oxopentyl]oxy]-2-(2,6-dioxopiperidin-3-yl)isoindole-1,3-dione COC1=C(C(=CC(=C1)C1=CN(C(C2=CN=CC=C12)=O)C)OC)CN1CC2(CN(C2)C(CCCCOC2=C3C(N(C(C3=CC=C2)=O)C2C(NC(CC2)=O)=O)=O)=O)C1